C1CCC2=C(C=3CCCC3C=C12)NC(=O)N=[S@](=O)(N)C1=CC2=C(CN(CC2)C)S1 (R)-N'-((1,2,3,5,6,7-hexahydro-s-indacen-4-yl)carbamoyl)-6-methyl-4,5,6,7-tetrahydrothieno[2,3-c]pyridine-2-sulfonimidamide